2-((3-methoxy-4-nitrophenyl)sulfonyl)ethan-1-ol COC=1C=C(C=CC1[N+](=O)[O-])S(=O)(=O)CCO